C(CCCCCCCCCCCCCCC)OCC(CNC1=CC=C(C=C1)NCC(COCCCCCCCCCCCCCCCC)O)O 1,4-bis[3-hexadecyloxy-2-hydroxy-propylamino]benzene